CC(CC)OC(C=C)=O butan-2-yl-acrylat